C1(=CC=CC2=CC=CC=C12)C1=C(C=CC=C1)N1N=CC(=C1N)C(=O)OCC ethyl 1-(1-naphthylphenyl)-5-amino-1H-pyrazole-4-carboxylate